C(C)C=1C(NC=2C=C(C=NC2C1)CN1C[C@@H]2COCC3=C(N2CC1)C=CC(=N3)C(=O)NC)=O (R)-3-((7-Ethyl-6-oxo-5,6-dihydro-1,5-naphthyridin-3-yl)methyl)-N-methyl-1,2,3,4,4a,5-hexahydro-7H-pyrazino[2,1-c]pyrido[3,2-e][1,4]oxazepine-9-carboxamide